2,5-Dimethylpiperazine-1-carboxylate CC1N(CC(NC1)C)C(=O)[O-]